1-(5-(5-(1-(1H-pyrrolo[2,3-b]pyridin-4-yl)ethoxy)-1H-indazol-3-yl)pyridin-2-yl)-N,N-dimethylpiperidin-4-amine N1C=CC=2C1=NC=CC2C(C)OC=2C=C1C(=NNC1=CC2)C=2C=CC(=NC2)N2CCC(CC2)N(C)C